CN(CCS)C 2-(dimethylamino)ethanethiol